6-(6-meth-oxypyridazin-3-yl)-5-thioxo-5,6-dihydrothiazolo[4,5-d]pyrimidin-7(4H)-one COC1=CC=C(N=N1)N1C(NC2=C(C1=O)SC=N2)=S